CNC1CCN(CC1)C=1C=NC2=CC=C(N=C2C1)C=1C(=NNC1)C1=NC(=CC=C1)C N-methyl-1-[6-[3-(6-methyl-2-pyridyl)-1H-pyrazol-4-yl]-1,5-naphthyridin-3-yl]piperidin-4-amine